CNC(C(C)C)=O N-methylisobutyramide